BrC1=C2C=CC=NC2=C(C=C1)CNCCCC N-((5-bromoquinolin-8-yl)methyl)butan-1-amine